C(C)OC(=O)[C@@H]1N([C@@H]1CC)S(=O)C(C)(C)C.BrC1=CC=C(C=C1)C(C)O[Si](C)(C)C(C)(C)C (1-(4-bromophenyl)ethoxy)(tert-butyl)dimethylsilane ethyl-(2r,3r)-1-(tert-butylsulfinyl)-3-ethylazacyclopropane-2-carboxylate